NC1=C(SC2=NC(=CC=C21)C)C(=O)N[C@H]2COC1=CC(=CC=C1C2)OC2CC1(CN(C1)C(=O)OC(C)(C)C)CC2 Tert-Butyl 6-(((R)-3-(3-amino-6-methylthieno[2,3-b]pyridine-2-carboxamido)chroman-7-yl)oxy)-2-azaspiro[3.4]octane-2-carboxylate